piperazine-2-amide N1C(CNCC1)C(=O)N